ClC=1C2=C(N=CN1)C=C(N=C2)Cl 4,7-Dichloropyrido[4,3-d]pyrimidine